FC=1C(=CC(=C(C1)C=1N=C2C(=NC1)NC(CN2C[C@@H]2CC[C@H](CC2)O)=O)C)C2=NNC=N2 6-(5-fluoro-2-methyl-4-(1H-1,2,4-triazol-3-yl)phenyl)-4-((trans-4-hydroxycyclohexyl)methyl)-3,4-dihydropyrazino[2,3-b]pyrazin-2(1H)-one